FC1=C(C(=C(C=C1N1N=C(C=2C1=CN=C(C2)N2CCN(CC2)C2=CC=CC=C2)C)C(F)(F)F)F)O 2,6-Difluoro-3-(3-methyl-5-(4-phenylpiperazin-1-yl)-1H-pyrazolo[3,4-c]pyridin-1-yl)-5-(trifluoromethyl)phenol